C1(=CC=CC=C1)CC(=O)N1CCC(CC1)C(=O)N1N=CCC1C1=CC=CC=C1 2-phenyl-1-(4-(5-phenyl-4,5-dihydro-1H-pyrazole-1-carbonyl)piperidin-1-yl)ethanone